FC(C1=CC=CC=C1)C=1N=NC(=NN1)C(C1=CC=CC=C1)F 3,6-bis(fluorobenzyl)-1,2,4,5-tetrazine